S(OC1=CC=C(C=C1)OCC1=C(C=C(C=C1F)C1=CC(=NN1)NC(C)=O)F)(=O)(=O)F 4-((4-(3-acetamido-1H-pyrazol-5-yl)-2,6-difluorobenzyl)oxy)phenyl sulfurofluoridate